1-(benzylamino)-3-benzyloxy-propan-2-ol C(C1=CC=CC=C1)NCC(COCC1=CC=CC=C1)O